C=1NC2=C3C(SCCCC13)=NC=N2 2,7,8,9-tetrahydro-6-thia-2,3,5-triaza-benzo[cd]azulene